6-(methoxy-d3)pyridine-2-carboxylic acid isopropyl ester C(C)(C)OC(=O)C1=NC(=CC=C1)OC([2H])([2H])[2H]